CC=1C(=NC2=CC=CC=C2N1)N1CCN(CC1)C(=O)OC(C)(C)C tert-Butyl 4-(3-methylquinoxalin-2-yl)piperazine-1-carboxylate